1-cyano-N-(4-(6-cyclopropylpyridin-2-yl)thiazol-2-yl)-N-methylpyrrolidine-2-carboxamide C(#N)N1C(CCC1)C(=O)N(C)C=1SC=C(N1)C1=NC(=CC=C1)C1CC1